(trifluoromethyl)pyrrolidine-1-carboxamide FC(F)(F)C1N(CCC1)C(=O)N